4-methyl-5-(2-hydroxyethyl)thiazole CC=1N=CSC1CCO